C(=O)O.FC=1C=C2C(=NC1)NC=C2NC2=NC1=C(N2)C=CC(=C1)OC1=CC=CC=C1 N-(5-fluoro-1H-pyrrolo[2,3-b]pyridin-3-yl)-5-phenoxy-1H-benzo[d]imidazol-2-amine formate